5-(2-fluoro-6-hydroxy-3-(2-methoxypyrimidin-5-yl)phenyl)-1,2,5-thiadiazolidin-3-one 1,1-dioxide FC1=C(C(=CC=C1C=1C=NC(=NC1)OC)O)N1CC(NS1(=O)=O)=O